O1C=C(C2=C1C=CC=C2)C=2C=C(C=CC2)[C@H](C(=O)N2CC1=C(CCC2)N=C(NC1=O)C1(CC1)C1=CC=CC=C1)O (R)-6-(2-(3-(benzofuran-3-yl)phenyl)-2-hydroxyacetyl)-2-(1-phenylcyclopropyl)-3,5,6,7,8,9-hexahydro-4H-pyrimido[5,4-c]azepin-4-one